4-(6-propenoyl-hex-1-yloxy)benzene C(C=C)(=O)CCCCCCOC1=CC=CC=C1